N-(1-(2,6-bis(bis(2-methoxyethyl)amino)-8-(4-methoxypiperidin-1-yl)pyrimido[5,4-d]pyrimidin-4-yl)piperidin-4-yl)acetamide COCCN(C=1N=C(C2=C(N1)C(=NC(=N2)N(CCOC)CCOC)N2CCC(CC2)OC)N2CCC(CC2)NC(C)=O)CCOC